C(=O)O.ClC1=C(C(=CC=C1)Cl)N1CC(C1)C1=CC(=C(C(=N1)C)CN1CCC(CC1)C(=O)O)C 1-((6-(1-(2,6-dichlorophenyl)-azetidin-3-yl)-2,4-dimethylpyridin-3-yl)methyl)piperidine-4-carboxylic acid, formic acid salt